Dibenz[a,h]acridine C1=CC=CC=2C1=C1C=C3C=CC4=C(C3=NC1=CC2)C=CC=C4